[SiH3][Sb]([SiH3])[SiH3] trisilylstibine